N-[5-[2-cyano-5-[[(1R,5S,7s)-9-methyl-3-oxa-9-azabicyclo[3.3.1]nonan-7-yl]oxy]-4-pyridyl]pyrazolo[1,5-a]pyridin-2-yl]cyclopropanecarboxamide C(#N)C1=NC=C(C(=C1)C1=CC=2N(C=C1)N=C(C2)NC(=O)C2CC2)OC2C[C@H]1COC[C@@H](C2)N1C